COC=1C(=NC=NC1N1CCCCC1)NC1=NNC(=C1)C 5-methoxy-4-((5-methyl-1H-pyrazol-3-yl)amino)-6-(piperidin-1-yl)pyrimidin